(S)-4-(5-Acetyl-1-methyl-1H-1,2,4-triazol-3-yl)-5-fluoro-N-(o-tolyl)-2-((1,1,1-trifluoropropan-2-yl)oxy)benzamide C(C)(=O)C1=NC(=NN1C)C1=CC(=C(C(=O)NC2=C(C=CC=C2)C)C=C1F)O[C@H](C(F)(F)F)C